N(=[N+]=[N-])C1[N+](ON=C1N=[N+]=[N-])([O-])C1=NON=C1OCC 3,4-diazidoethoxyfurazanyl-furoxan